2-[(1s,3r)-3-(trifluoromethoxy)cyclobutyl]ethan-1-ol FC(OC1CC(C1)CCO)(F)F